C1(CC1)N1N=C(C(=C1)[N+](=O)[O-])C cyclopropyl-3-methyl-4-nitro-1H-pyrazole